BrC=1NC(=CN1)C=O 2-BROMO-1H-IMIDAZOLE-5-CARBALDEHYDE